1,5,9-nonanetriol C(CCCC(CCCCO)O)O